COC=1C=C(N)C=CC1C1=CC(=NC=C1)C 3-methoxy-4-(2-methyl-4-pyridyl)aniline